C(C)(=O)OC1=CC(N(C2=NC=CC=C12)C)=O (1-methyl-2-oxo-1,8-naphthyridin-4-yl) acetate